N[C@H](C(=O)O[C@@]1(C(OCC=2C(N3CC=4C(=NC=5C=CC(=CC5C4CC)OC(=O)OC(C)(C)C)C3=CC21)=O)=O)CC)C (S)-(S)-9-((tert-Butoxycarbonyl) oxy)-4,11-diethyl-3,14-dioxo-3,4,12,14-tetrahydro-1H-pyrano[3',4':6,7]indolizino[1,2-b]quinolin-4-yl 2-aminopropionate